C(=O)NC1=CC=C(C=C1)S(=O)(=O)C1CCN(CC1)C(=O)OC(C)(C)C tert-butyl 4-(4-formamidophenyl)sulfonylpiperidine-1-carboxylate